C(C)(=O)C=1C=C(C=CC1)N(C(=O)NC=1C(=C2C(N(C=NC2=CC1)CCOC)=O)C1=CC=C(C=C1)F)O 1-(3-acetylphenyl)-3-(5-(4-fluorophenyl)-3-(2-methoxyethyl)-4-oxo-3,4-dihydroquinazolin-6-yl)-1-hydroxyurea